ClC1=C(C=C(C=C1)C1=NN2C(CNCC2(C)C)=C1C1=CC=NC=C1)C 2-(4-chloro-3-methylphenyl)-7,7-dimethyl-3-(pyridin-4-yl)-4,5,6,7-tetrahydropyrazolo[1,5-a]pyrazine